CC1CCC(N(C1)C(C(=O)OCC(F)(F)F)=O)C1=CN=CO1 2,2,2-Trifluoroethyl 2-(5-methyl-2-oxazol-5-yl-1-piperidyl)-2-oxo-acetate